COS(=O)(=O)O.NC1=CC=CC=C1 aniline methyl-sulfate